benzyl (2S,4S*)-4-(methoxymethyl)pyrrolidine-2-carboxylate hydrochloride Cl.COC[C@H]1C[C@H](NC1)C(=O)OCC1=CC=CC=C1 |o1:4|